(R)-N-methyl-3-phenyl-3-[(benzo[d][1,3]dioxolan-4-yl)oxy]propylamine hydrochloride Cl.CNCC[C@@H](OC1=CC=CC=2OCOC21)C2=CC=CC=C2